3-(2,6-dimethylpyridin-3-yl)-2,4,5,6-tetrakis(9H-pyrido[2,3-b]indol-9-yl)benzonitrile CC1=NC(=CC=C1C=1C(=C(C#N)C(=C(C1N1C2=C(C3=CC=CC=C13)C=CC=N2)N2C1=C(C3=CC=CC=C23)C=CC=N1)N1C2=C(C3=CC=CC=C13)C=CC=N2)N2C1=C(C3=CC=CC=C23)C=CC=N1)C